2-(methylthio)pyrimidin-4-amine CSC1=NC=CC(=N1)N